C(C)(C)N(C(C)C)C(CCC=C[SiH3])N(C(C)C)C(C)C bis(diisopropylamino)propylvinylsilane